CN(C1=CC=C(/C=C/C2=CC=NC3=CC=CC=C23)C=C1)C (E)-4-[p-(dimethylamino)styryl]quinoline